C(C)(=O)N1C[C@@H]2[C@H](C1)CN(C2)C2=CC=C(C(=N2)OC)C=2C=C1C(=CNC1=CC2Cl)C(=O)O 5-(6-((3aS,6aR)-5-acetylhexahydropyrrolo[3,4-c]pyrrol-2(1H)-yl)-2-methoxypyridin-3-yl)-6-chloro-1H-indole-3-carboxylic acid